2,2'-methylenedioxy-7,7'-dibromo[1,1']binaphthyl C1OC2=C(C3=CC(=CC=C3C=C2)Br)C2=C(C=CC3=CC=C(C=C23)Br)O1